(S)-1'-(5-((2,3-dichloropyridin-4-yl)thio)pyrazin-2-yl)-1,3-dihydrospiro[indene-2,4'-piperidin]-1-amine ClC1=NC=CC(=C1Cl)SC=1N=CC(=NC1)N1CCC2(CC1)[C@@H](C1=CC=CC=C1C2)N